ethyl (3,5-dichloro-4-(4-hydroxy-3-isopropylbenzyl)benzyl)glycinate ClC=1C=C(CNCC(=O)OCC)C=C(C1CC1=CC(=C(C=C1)O)C(C)C)Cl